N-(4-(N-(1-((3r,5r,7r)-adamantan-1-yl)ethyl)sulfamoyl)naphthalen-1-yl)-2-methylbenzamide C12(CC3CC(CC(C1)C3)C2)C(C)NS(=O)(=O)C2=CC=C(C3=CC=CC=C23)NC(C2=C(C=CC=C2)C)=O